(3S)-1-[2-[4-(2-chloro-3-fluoro-phenyl)-2-oxo-chromen-7-yl]oxypropanoyl]piperidine ClC1=C(C=CC=C1F)C1=CC(OC2=CC(=CC=C12)OC(C(=O)N1CCCCC1)C)=O